C1(CC1)C1=NN(C=C1C1=NC=CC=C1C1CCNCC1)[C@@H]1C[C@H](C1)CNC=1C=C2C(N(C(C2=CC1)=O)C1C(NC(CC1)=O)=O)=O 5-(((Trans-3-(3-cyclopropyl-4-(3-(piperidin-4-yl)pyridin-2-yl)-1H-pyrazol-1-yl)cyclobutyl)methyl)amino)-2-(2,6-dioxopiperidin-3-yl)isoindoline-1,3-dione